N1=CC=C(C=C1)C=1COC2=C(C1)C=C(C=C2)C=C2C1CCC(C2=C=O)(C1(C)C)C 3-(pyridine-4-yl)-6-((4,7,7-trimethyl-3-carbonyl-bicyclo[2.2.1]hept-2-ylidene)methyl)-2H-benzopyran